N1C(=NC2=C1C=CC=C2)CNC2=NC(=NC=1N2N=CC1Br)N1[C@H](CCCC1)CO [(2R)-1-(4-{[(1H-benzimidazol-2-yl)methyl]amino}-8-bromopyrazolo[1,5-a][1,3,5]triazin-2-yl)piperidin-2-yl]methanol